N-(3-ethylphenyl)-2-oxo-benzimidazole-5-sulfonamide C(C)C=1C=C(C=CC1)NS(=O)(=O)C1=CC=2C(=NC(N2)=O)C=C1